leucyl-alanine N[C@@H](CC(C)C)C(=O)N[C@@H](C)C(=O)O